(1R,3S)-3-(3-(2-(2'-(1,3-dioxolan-2-yl)-3'-((4-methoxybenzyl)oxy)-[1,1'-biphenyl]-4-yl)acetamido)-1H-pyrazol-5-yl)cyclopentyl isopropylcarbamate C(C)(C)NC(O[C@H]1C[C@H](CC1)C1=CC(=NN1)NC(CC1=CC=C(C=C1)C1=C(C(=CC=C1)OCC1=CC=C(C=C1)OC)C1OCCO1)=O)=O